N-(4-((2R,5S)-2-(6-aminopyridin-3-yl)-5-methylmorpholino)butyl)-1H-indole-2-carboxamide NC1=CC=C(C=N1)[C@H]1OC[C@@H](N(C1)CCCCNC(=O)C=1NC2=CC=CC=C2C1)C